5-methoxycarbonylbicyclo[2.2.1]hept-2-ene COC(=O)C1C2C=CC(C1)C2